CC(C(=O)O[C@@H]1CCC2=C(C=C(C=C12)Cl)S(=O)(=O)Cl)(C)C (1R)-6-chloro-4-(chlorosulfonyl)-2,3-dihydro-1H-inden-1-yl 2,2-dimethylpropanoate